RAC-(3R)-3-(2,6-DIFLUORO-4-{4-[(2-{1-[6-(2-HYDROXYPHENYL)PYRIDAZIN-4-YL]-4-PHENYLPIPERIDINE-4-CARBONYL}-2,7-DIAZASPIRO[3.5]NONAN-7-YL)METHYL]PIPERIDIN-1-YL}PHENYL)PIPERIDINE-2,6-DIONE FC1=C(C(=CC(=C1)N1CCC(CC1)CN1CCC2(CN(C2)C(=O)C2(CCN(CC2)C2=CN=NC(=C2)C2=C(C=CC=C2)O)C2=CC=CC=C2)CC1)F)[C@@H]1C(NC(CC1)=O)=O |r|